methyl 2,4-diethylbenzoate C(C)C1=C(C(=O)OC)C=CC(=C1)CC